4-bromo-7-nitro-benzo[1,2,5]thiadiazole BrC1=CC=C(C=2C1=NSN2)[N+](=O)[O-]